C(CCCCCCC)C(C(C(=O)[O-])S(=O)(=O)O)(C(=O)[O-])CCCCCCCC.C(CCC)[P+](CCCC)(CCCC)CCCC.C(CCC)[P+](CCCC)(CCCC)CCCC Tetrabutyl-phosphorus dioctyl-sulfosuccinate